tert-butyl N-(3,4-dichloro-1-hydroxy-6,7,8,9-tetrahydropyrido[1,2-a]indol-7-yl)carbamate ClC1=CC(=C2C=C3N(C2=C1Cl)CC(CC3)NC(OC(C)(C)C)=O)O